FC1=C(C(=C(C(=C1C(C(=O)[O-])C1=CC=CC=C1)F)F)F)F pentafluorophenyl-phenylacetate